C[C@H]1C[C@H](CN1)OC1=CC=2N(C=N1)C=CN2 7-(((3R,5S)-5-methylpyrrolidin-3-yl)oxy)imidazo[1,2-c]pyrimidine